O1B(OB(OB1C[C@H](CO)C=1C=NC=C(C1)C1=CC(=C(C=C1)OC)OCCC)C[C@H](CO)C=1C=NC=C(C1)C1=CC(=C(C=C1)OC)OCCC)C[C@H](CO)C=1C=NC=C(C1)C1=CC(=C(C=C1)OC)OCCC (2S,2'S,2''S)-3,3',3''-(1,3,5,2,4,6-trioxatriborinane-2,4,6-triyl)tris(2-(5-(4-methoxy-3-propoxyphenyl)pyridin-3-yl)propan-1-ol)